tert-butyl (3-(3-(4-(hydroxymethyl)phenyl)propanamido) propyl)carbamate OCC1=CC=C(C=C1)CCC(=O)NCCCNC(OC(C)(C)C)=O